ClS(=O)(=O)OCC(C(=O)OC(C)C)(C)C isopropyl 3-((chlorosulfonyl) oxy)-2,2-dimethylpropionate